N1=CSC=2C=NCCC21 6,7-dihydrothiazolo[5,4-c]Pyridine